4-fluoro-1-[2-(5-methyl-1H-1,2,3,4-tetrazol-1-yl)acetyl]-N-{phenyl-[4-(propan-2-yl)phenyl]methyl}pyrrolidine-2-carboxamide FC1CC(N(C1)C(CN1N=NN=C1C)=O)C(=O)NC(C1=CC=C(C=C1)C(C)C)C1=CC=CC=C1